piperazine-1,4-dicarboxylic acid N1(CCN(CC1)C(=O)O)C(=O)O